C(C)N(C(=O)N=NC(=O)N(CC)CC)CC tetraethylazodicarboxamide